NC1=CC(=C(C=C1)CCN1C(OC(C1=O)C)C=1C(=NN(C1)C1=CC=C(C=C1)F)C1=COC=C1)F 3-(4-amino-2-fluorophenylethyl)-2-(1-(4-fluorophenyl)-3-(furan-3-yl)-1H-pyrazol-4-yl)-5-methyloxazolidin-4-one